nitrosophenylhydroxylamin N(=O)N(O)C1=CC=CC=C1